C(C)#N e-acetonitrile